(3-(4-((8S,9R)-5-fluoro-9-(1-methyl-1H-1,2,4-triazol-5-yl)-3-oxo-2,7,8,9-tetrahydro-3H-pyrido[4,3,2-de]phthalazin-8-yl)phenoxy)propyl)carbamate FC=1C=C2C=3C(=NNC(C3C1)=O)[C@@H]([C@H](N2)C2=CC=C(OCCCNC([O-])=O)C=C2)C2=NC=NN2C